C(CC)SC(=S)SC(C(=O)O)(C)C 2-(propylthiocarbonothioylthio)-2-methylpropionoic acid